5-[(2R)-2-{[(2-cyclopropylethyl)amino]methyl}-4-fluoro-6-hydroxy-2,3-dihydro-1H-indol-5-yl]-1λ6,2,5-thiadiazolidine-1,3-dione C1(CC1)CCNC[C@@H]1NC2=CC(=C(C(=C2C1)F)N1CC(N[SH2]1=O)=O)O